CCC(O)(Cl)Cl DICHLOROPROPANOL